2-(2-fluoro-4-methylphenyl)-5-(1H-pyrrolo[2,3-b]pyridin-4-yl)-1H-pyrrole-3-carboxamide FC1=C(C=CC(=C1)C)C=1NC(=CC1C(=O)N)C1=C2C(=NC=C1)NC=C2